2,3-dimethylene-2,3-dihydronaphthalene C=C1C=C2C=CC=CC2=CC1=C